[N+](=O)([O-])C1=CC=C(C=C1)N1C(CN(CC1)C1CCOCC1)C(F)(F)F 1-(4-nitrophenyl)-4-(oxan-4-yl)-2-(trifluoromethyl)piperazine